NC(CON1CC2=CC=CC=C2C1)CC1=C(C=C(C=C1)C(C)C)Cl 2-[2-amino-3-(2-chloro-4-isopropylphenyl)propoxy]-1H-isoindole